3-Amino-4-(7-chloro-1H-indazol-4-yl)-N-cyclopropyl-2-oxo-1H-quinoline-6-carboxamide NC=1C(NC2=CC=C(C=C2C1C1=C2C=NNC2=C(C=C1)Cl)C(=O)NC1CC1)=O